2-(2-(cyclopropanesulfonamido)thiazol-4-yl)-N-(4-(6-ethoxypyrazin-2-yl)-2,6-difluorophenyl)-2-methoxyacetamide C1(CC1)S(=O)(=O)NC=1SC=C(N1)C(C(=O)NC1=C(C=C(C=C1F)C1=NC(=CN=C1)OCC)F)OC